racemic-pyrimidodiazepanone N1NC(CCC2=C1C=NC=N2)=O